C1(CC1)C(C(C)(C)O)N1CC2=CC=CC(=C2C1=O)NC(=O)C1=C2C(=NC=C1)CCC2 N-(2-(1-cyclopropyl-2-hydroxy-2-methylpropyl)-3-oxoisoindolin-4-yl)-6,7-dihydro-5H-cyclopenta[b]pyridine-4-carboxamide